FC1=CC=C(C=C1)C1=CC(=NN1C1=CC=C(C#N)C=C1)OC[C@@H]1CNCC1 4-[5-(4-fluorophenyl)-3-[[(3S)-pyrrolidin-3-yl]methoxy]pyrazol-1-yl]benzonitrile